C(C)(C)(C)OC([C@@H](CC1=CC(=CC=C1)NS(=O)(=O)CC(F)(F)F)[C@@H]1CN(CC1)C(=O)OC(C)(C)C)=O tert-Butyl (3R)-3-[(1S)-2-tert-butoxy-2-oxo-1-[[3-(2,2,2-trifluoroethylsulfonylamino)phenyl]methyl]ethyl]pyrrolidine-1-carboxylate